4-amino-1,8-naphthalic anhydride C1=CC2=C(C=CC3=C2C(=C1)C(=O)OC3=O)N